O.[Na].[Na].[Na].N1=NN=CC=C1 triazine trisodium salt hydrate